(R)-8-(4-(bis(4-fluorophenyl)methyl)-3-methylpiperazin-1-yl)-7-fluoro-5-methyl-6-oxo-5,6-dihydro-1,5-naphthyridine-2-carbonitrile FC1=CC=C(C=C1)C(N1[C@@H](CN(CC1)C1=C(C(N(C=2C=CC(=NC12)C#N)C)=O)F)C)C1=CC=C(C=C1)F